FC1=CC=C(CSSSCC2=CC=C(C=C2)F)C=C1 bis(4-fluorobenzyl) trisulfide